FC=1C=CC(=C(C(=O)N(C)C(C)C)C1)N1C=C(C=2C1=CN=CC2)C2CC1C(CNC1)C2 5-fluoro-N-isopropyl-N-methyl-2-(3-(octahydrocyclopenta[c]pyrrol-5-yl)-1H-pyrrolo[2,3-c]pyridin-1-yl)benzamide